FCCCCCC[Si](OC)(OC)OC 6-fluorohexyltrimethoxysilane